N-(4-(Aminomethyl)-2-ethyl-6-methylphenyl)-4-(2,5-dichlorophenyl)pyrimidine-2-carboxamide NCC1=CC(=C(C(=C1)C)NC(=O)C1=NC=CC(=N1)C1=C(C=CC(=C1)Cl)Cl)CC